CCCCCCCCCCCCCCCC=C(C(=O)O)OC1[C@@H]([C@H]([C@@H]([C@H](O1)CO)O)O)O Monoglucosyloxyoctadecenoic acid